FC1NCC2=CC=CC=C12 fluoroisoindolin